FC(C1CC(C1)(O)C1=CC2=C(N=C(N=C2)C=2C=C3C(=NC2)N(N=N3)C)S1)F 3-(difluoromethyl)-1-(2-(3-methyl-3H-[1,2,3]triazolo[4,5-b]pyridin-6-yl)thieno[2,3-d]pyrimidin-6-yl)cyclobutanol